(6E)-6-[(6-chloro-2-methyl-2H-indazol-5-yl)imino]-3-[(1-methyl-1H-1,2,4-triazol-3-yl)methyl]-1-(2,4,5-trifluorobenzyl)-1,3,5-triazinane-2,4-dione ClC=1C(=CC2=CN(N=C2C1)C)\N=C\1/NC(N(C(N1CC1=C(C=C(C(=C1)F)F)F)=O)CC1=NN(C=N1)C)=O